trans-1-(4-(3-fluorophenyl)-1-(2-methoxyethyl)pyrrolidin-3-yl)-3-(3-isopropyl-1-phenyl-1H-pyrazol-5-yl)urea FC=1C=C(C=CC1)[C@H]1[C@@H](CN(C1)CCOC)NC(=O)NC1=CC(=NN1C1=CC=CC=C1)C(C)C